O=C1C=CC2=C(N1)COC1=C(O2)C=C(C=C1)C(=O)OC methyl 2-oxo-2,11-dihydro-1H-benzo[2,3][1,4]dioxepino[6,5-b]pyridine-7-carboxylate